(R) or (S)-(-)-O,O'-di-p-toluoyl-L-tartaric acid C1(=CC=C(C=C1)C(=O)OC([C@H](O)[C@@H](O)C(=O)OC(=O)C1=CC=C(C=C1)C)=O)C |o1:10|